C([C@H](O)[C@@H](O)[C@@H](O)[C@H](O)CO)O D-galactitol